Cl.ClC=1C(=NC=C(C1)F)[C@H](C(F)(F)F)N (R)-1-(3-chloro-5-fluoropyridin-2-yl)-2,2,2-trifluoroethan-1-amine hydrochloride